N-((1r,4r)-4-((5-(3-(2,2-difluoroethyl)-2-methyl-3H-imidazo[4,5-b]pyridin-5-yl)-7H-pyrrolo[2,3-d]pyrimidin-2-yl)amino)-1-methylcyclohexyl)acetamide FC(CN1C(=NC=2C1=NC(=CC2)C2=CNC=1N=C(N=CC12)NC1CCC(CC1)(C)NC(C)=O)C)F